NCC=1SC(=CN1)C(=O)OC methyl 2-(aminomethyl)-1,3-thiazole-5-carboxylate